ClC=1C=C(C=CC1)/C=C/C(=O)C1=C(C=C(C=C1)OC)OC (E)-3-(3-chlorophenyl)-1-(2,4-dimethoxyphenyl)prop-2-en-1-one